N-(2-chloro-3'-(8-chloro-6-((2-hydroxyethylamino)methyl)-[1,2,4]triazolo[1,5-a]pyridin-2-yl)-2'-methylbiphenyl-3-yl)-5-((2-hydroxyethylamino)methyl)picolinamide ClC1=C(C=CC=C1NC(C1=NC=C(C=C1)CNCCO)=O)C1=C(C(=CC=C1)C1=NN2C(C(=CC(=C2)CNCCO)Cl)=N1)C